Boc-L-glutamic acid α-methyl ester CC(C)(C)OC(=O)N[C@@H](CCC(=O)O)C(=O)OC